2-(2,6-dioxopiperidin-3-yl)-5-(methyl((1S,2R)-2-(piperidin-1-yl)cyclopentyl)amino)isoindoline-1,3-dione O=C1NC(CCC1N1C(C2=CC=C(C=C2C1=O)N([C@@H]1[C@@H](CCC1)N1CCCCC1)C)=O)=O